N-(cyclopropylmethyl)-2-[[4-[[2-(trifluoromethyl)-1,3-dioxolan-2-yl]methoxy]phenyl]-methyl]thiazole-4-carboxamide C1(CC1)CNC(=O)C=1N=C(SC1)CC1=CC=C(C=C1)OCC1(OCCO1)C(F)(F)F